FC(C(=N)NO)(C1=CC=C(C=C1)SC(F)(F)F)F 2,2-difluoro-N-hydroxy-2-(4-((trifluoromethyl)thio)phenyl)acetamidine